hafnium diisopropoxide CC([O-])C.CC([O-])C.[Hf+2]